O1CCC(CC1)N1C=C(C=2C1=CN=CC2)B(O)O (1-(tetrahydro-2H-pyran-4-yl)-1H-pyrrolo[2,3-c]pyridin-3-yl)boronic acid